OC1=C2C(O[C@H](CCCC(CCC/C=C/C2=CC(=C1)O)=O)C)=O (2e,11s)-15,17-dihydroxy-11-methyl-12-oxabicyclo[12.4.0]octadeca-1(18),2,14,16-tetraene-7,13-dione